FC=1C=C(C=C(C1N1CCC(CC1)N1CCN(CC1)C)F)NC1=NC=NC(=C1)N1OCC[C@@H]1C1=CC=CC=C1 (R)-N-(3,5-difluoro-4-(4-(4-methylpiperazin-1-yl)piperidin-1-yl)phenyl)-6-(3-phenylisooxazolidin-2-yl)pyrimidin-4-amine